FC1=C(C=C(C=C1)CC1=NNC(C2=CC=CC=C12)=O)C(=O)N1CCP(CC1)(=O)C(C)C 4-[[4-fluoro-3-(4-isopropyl-4-oxo-1,4-azaphosphinane-1-carbonyl)phenyl]methyl]-2H-phthalazin-1-one